N1(CCCCC1)CCNC(=O)C1=NN=CN1 N-(2-(piperidin-1-yl)ethyl)-4H-1,2,4-triazole-3-carboxamide